bis(dibenzo[b,d]furan-4-yl)amine C1=CC=C(C=2OC3=C(C21)C=CC=C3)NC3=CC=CC2=C3OC3=C2C=CC=C3